3-ethyl-3-(6-hydroxyhexyl)oxymethyloxetane C(C)C1(COC1)COCCCCCCO